O1OCNCC1 1,2,4-dioxazinan